C(C)(C)(C)OC(=O)NCC1CN(CC1)C1=NC(=NC=C1C(=O)OC)Cl methyl 4-[3-[(tert-butoxycarbonylamino)methyl]pyrrolidin-1-yl]-2-chloro-pyrimidine-5-carboxylate